(6-(((1S,3R)-3-((5-chloro-4-(1H-indol-3-yl)pyrimidin-2-yl)amino)cyclopentyl)amino)hexyl)carbamate ClC=1C(=NC(=NC1)N[C@H]1C[C@H](CC1)NCCCCCCNC([O-])=O)C1=CNC2=CC=CC=C12